C(\C=C\C(=O)O)(=O)O.NCCSP(=O)(N[C@@H](C(=O)OC)C)N[C@@H](C)C(=O)OC Methyl (((2-aminoethyl) thio) (((R)-1-methoxy-1-oxopropan-2-yl) amino) phosphoryl)-L-alaninate fumarate